(2-(((2-aminoethyl)(methyl)-amino)methyl)-3-(4,4-bis-(methoxymethyl)cyclohexyl)-6,7-dihydropyrazolo[1,5-a]-pyrazin-5(4H)-yl)(oxetan-3-yl)methanone NCCN(C)CC1=NN2C(CN(CC2)C(=O)C2COC2)=C1C1CCC(CC1)(COC)COC